4-CYCLOPROPYLTHIOPHENYLBORONIC ACID C1(CC1)SC1=CC=C(C=C1)B(O)O